2-Hydroxy-3-propanethiol OC(C)CS